FC1=C(C(=C(C(=C1F)F)F)F)CSC=1OC2=C(N1)C=CC=C2 2-(((perfluorophenyl)methyl)thio)benzo[d]oxazole